C1=NC=CC=2NC=3C=C(C=CC3C21)C=2C=CC(=NC2)OCCOCCOCCOCCOCCO 14-((5-(5H-pyrido[4,3-b]indol-7-yl)pyridin-2-yl)oxy)-3,6,9,12-tetraoxatetradecan-1-ol